BrC1=CC=CC=2C=3N(C(=NC12)N[C@H]1C(NCCN(C1)C)=O)N=C(N3)C3=CC=C(C=C3)OC (6R)-6-{[7-bromo-2-(4-methoxyphenyl)[1,2,4]triazolo[1,5-c]quinazolin-5-yl]amino}-1-methyl-1,4-diazepan-5-one